COCCOCN1C=C(C2=CC=CC=C12)CCN(C)C 2-(1-((2-methoxyethoxy)methyl)-1H-indol-3-yl)-N,N-dimethylethan-1-amine